(3,4-dichloro-phenyl)-((S)-3-propyl-pyrrolidin-3-yl)-methanone monohydrochloride Cl.ClC=1C=C(C=CC1Cl)C(=O)[C@@]1(CNCC1)CCC